C1(=CC=CC=C1)SC[C@@H](CCN1C[C@H](CC1)NC(OC(C)(C)C)=O)NC1=C(C=C(C=C1)S(N)(=O)=O)S(=O)(=O)C(F)(F)F tert-butyl ((S)-1-((R)-4-(phenylthio)-3-((4-sulfamoyl-2-((trifluoromethyl)sulfonyl)phenyl)amino)butyl)pyrrolidin-3-yl)carbamate